[Mo+4].[O-2].[O-2].[U+6] uranium-dioxide molybdenum